3-[2-(dimethylamino)ethyl]-1H-indol CN(CCC1=CNC2=CC=CC=C12)C